FC(C1=NC=C(C=N1)[C@@H](C)NC(C1=CC(=CC(=C1)C=1SC(=CN1)C)OC1CCN(CC1)C)=O)F N-{(1R)-1-[2-(difluoromethyl)pyrimidin-5-yl]ethyl}-3-[(1-methylpiperidin-4-yl)oxy]-5-(5-methyl-1,3-thiazol-2-yl)benzamide